COC1C(CC(C(C1)=O)OC)=O 2,5-dimethoxy-1,4-cyclohexanedione